CC(CCOC=1C=C(C=CC1)C1=C(N=C(S1)NS(=O)(=O)C1=CC=CC=C1)C1=C(C=CC=C1C)C)(C)C N-(5-(3-(3,3-Dimethylbutoxy)phenyl)-4-(2,6-dimethylphenyl)thiazol-2-yl)benzenesulfonamide